O=C1NC(=C2C3=C1SC(=C3OCCC2)C=2C=NNC2)CC(=O)OC methyl 2-(3-oxo-1-(1H-pyrazol-4-yl)-4,6,7,8-tetrahydro-3H-9-oxa-2-thia-4-azabenzo[cd]azulen-5-yl)acetate